tert-butyl 3-oxo-4-(2,3,4-trifluoro-5-(methoxy-d3)phenyl)butanoate O=C(CC(=O)OC(C)(C)C)CC1=C(C(=C(C(=C1)OC([2H])([2H])[2H])F)F)F